cyclopropyl cis-2-(biphenyl-3-ylmethyl)-3-((methylsulfonyl)amino)pyrrolidine-1-carboxylate C1(=CC(=CC=C1)C[C@@H]1N(CC[C@@H]1NS(=O)(=O)C)C(=O)OC1CC1)C1=CC=CC=C1